NC=1C(=NON1)C(=O)NC1=CC=CC=C1 4-amino-N-phenyl-1,2,5-oxadiazole-3-carboxamide